4-((2-methoxy-3-(1-methyl-1H-1,2,4-triazol-3-yl)phenyl)amino)-2-methyl-6-((5-(piperidin-1-yl)pyridin-2-yl)amino)-1,2-dihydro-3H-pyrazolo[3,4-b]pyridin-3-one COC1=C(C=CC=C1C1=NN(C=N1)C)NC1=C2C(=NC(=C1)NC1=NC=C(C=C1)N1CCCCC1)NN(C2=O)C